methyl(2-methyl-[1,1'-biphenyl]-4-yl)carbamate COC(NC1=CC(=C(C=C1)C1=CC=CC=C1)C)=O